CC1=C(C=CC(=C1)C)C(C=1C=C2C=3C=C(C=CC3N(C2=CC1)CC)N1C2=CC=C(C=C2C=2C=C(C=CC12)C(C)(C)C)C(C)(C)C)C1=C(C=C(C=C1)C)C 6-(Bis(2,4-dimethylphenyl)methyl)-3',6'-di-tert-butyl-9-ethyl-9H-3,9'-bicarbazole